N-(cis-4-(4-methylpiperazin-1-yl)cyclohexyl)-5-(1,5-naphthyridin-2-yl)pyrrolo[2,1-f][1,2,4]triazin-2-amine CN1CCN(CC1)[C@H]1CC[C@H](CC1)NC1=NN2C(C=N1)=C(C=C2)C2=NC1=CC=CN=C1C=C2